6-(Dimethylamino)-1,2-dimethylquinolin-1-ium CN(C=1C=C2C=CC(=[N+](C2=CC1)C)C)C